O=C(CC(=O)OCC)C=1SC=CC1 ethyl 3-oxo-3-(2-thienyl)-propionate